2-(benzenesulfonyl)-3-methylpentanoic acid C1(=CC=CC=C1)S(=O)(=O)C(C(=O)O)C(CC)C